C(C(=C)CC(=O)O)(=O)O.C(C(=C)CC(=O)O)(=O)O.OC[C@H](O)[C@@H](O)[C@H](O)[C@H](O)CO sorbitol diitaconate